NC1=C(N=CC(=N1)N1CCC2(CC1)[C@@H](C1=CC=CC=C1C2)N[S@](=O)C(C)(C)C)SC=2C(=C1C(NC=NC1=CC2)=O)Cl (R)-N-((S)-1'-(6-amino-5-((5-chloro-4-oxo-3,4-dihydroquinazolin-6-yl)thio)pyrazin-2-yl)-1,3-dihydrospiro[indene-2,4'-piperidine]-1-yl)-2-methylpropane-2-sulfinamide